COC=1C=C2C=CN=CC2=CC1OC 6,7-dimethoxyisoquinoline